C(C)(C)(C)OC(=O)N1C(CCCC1)C1=NN(C(=C1C=1C(=CC=C2C(=C(N(C12)C\C=C/CCl)C(=O)OCC)CCCOC1=CC=CC2=CC=CC=C12)Cl)CC)C ethyl (Z)-7-(3-(1-(tert-butoxycarbonyl)piperidin-2-yl)-5-ethyl-1-methyl-1H-pyrazol-4-yl)-6-chloro-1-(4-chlorobut-2-en-1-yl)-3-(3-(naphthalen-1-yloxy)propyl)-1H-indole-2-carboxylate